NC1=NN(C(=C1)C1=NN=C(O1)CC(C(=O)NC1=CC=C(C=C1)F)C1=C(C=C(C=C1)C(F)(F)F)C(F)(F)F)C ((5-(3-amino-1-methyl-1H-pyrazol-5-yl)-1,3,4-oxadiazol-2-yl)methyl)-2-(2,4-bis(trifluoromethyl)phenyl)-N-(4-fluorophenyl)acetamide